CC1(C(C(N=[SiH][SiH2]1)(C)C)(C)C)C.[Li] lithium hexamethyldisilazainine